The molecule is a monosaccharide derivative that is the 2-O-acetyl derivative of alpha-L-rhamnose. It is an O-acyl carbohydrate and a monosaccharide derivative. It derives from an alpha-L-rhamnopyranose. C[C@H]1[C@@H]([C@H]([C@H]([C@@H](O1)O)OC(=O)C)O)O